ClC1=CC=C(CN2N=NC(=C2)CC(C(=O)N)=CC2=CC=CC=C2)C=C1 ((1-(4-chlorobenzyl)-1H-1,2,3-triazol-4-yl)methyl)cinnamamide